copper 2-thiophenoate S1C(=CC=C1)C(=O)[O-].[Cu+2].S1C(=CC=C1)C(=O)[O-]